[3-(2-ethyl)amino-propyl]trimethoxysilane CCNCCC[Si](OC)(OC)OC